C[C@H](C1=CC=CC=C1)N.C(C)[C@@H](C(=O)O)N1C(CCC1)=O (S)-alpha-ethyl-2-oxo-1-pyrrolidineacetic acid (R)-alpha-methylbenzylamine salt